C(C1=CC=CC=C1)SC1=C(C=C(C=C1)NC([C@H](CC1=CC=CC=C1)NC(OC(C)(C)C)=O)=O)OC (S)-tert-butyl 1-(4-(benzylsulfanyl)-3-methoxyphenylamino)-1-oxo-3-phenylpropan-2-ylcarbamate